2-(4-nitrophenyl)pyridine [N+](=O)([O-])C1=CC=C(C=C1)C1=NC=CC=C1